C(C)OC(=O)C1=CN(C2=CC(=C(C=C2C1=O)Cl)N1[C@H](CCC1)COC1=NC=CC=C1Cl)C1CN(CC1)CCOC.C(C(C)C)C1=NC=CC=C1 2-Isobutyl-pyridine ethyl-6-chloro-7-[(2R)-2-{[(3-chloropyridin-2-yl)oxy]methyl}-pyrrolidin-1-yl]-1-[1-(2-methoxyethyl)pyrrolidin-3-yl]-4-oxo-1,4-dihydroquinoline-3-carboxylate